BrC=1C=C(C2=CN(N=C2C1)C=1SC(=NN1)C1CC1)N1CCN(CC1)C(C(C)C)=O 1-{4-[6-bromo-2-(5-cyclopropyl-1,3,4-thiadiazol-2-yl)indazol-4-yl]piperazin-1-yl}-2-methylpropan-1-one